COC(C(C)(O)C)OC 1,1-dimethoxy-2-methyl-propan-2-ol